8-(pyrimidin-4-ylmethyl)-3,8-diazabicyclo[3.2.1]octane N1=CN=C(C=C1)CN1C2CNCC1CC2